N=1C(C=C2N=CC=CC21)=O 2H-pyrrolo[3,2-b]pyridin-2-one